The molecule is a steroid glucuronide anion that is the conjugate base of hyodeoxycholic acid 6-O-(beta-D-glucuronide) arising from deprotonation of the carboxylic acid functions; major species at pH 7.3. It is a steroid glucosiduronic acid anion, a beta-D-glucosiduronate and a dicarboxylic acid dianion. It is a conjugate base of a hyodeoxycholic acid 6-O-(beta-D-glucuronide). C[C@H](CCC(=O)[O-])[C@H]1CC[C@@H]2[C@@]1(CC[C@H]3[C@H]2C[C@@H]([C@H]4[C@@]3(CC[C@H](C4)O)C)O[C@H]5[C@@H]([C@H]([C@@H]([C@H](O5)C(=O)[O-])O)O)O)C